methyl-5-chloro-2-[[6-chloro-3-(4-fluorocyclohexyl)-4-quinolyl]amino]benzoic acid CC=1C(=C(C(=O)O)C=C(C1)Cl)NC1=C(C=NC2=CC=C(C=C12)Cl)C1CCC(CC1)F